tert-butyl (E)-(2-(4-(2-(3,5-difluorophenyl)-1-(1-(tetrahydro-2H-pyran-2-yl)-1H-indazol-5-yl)but-1-en-1-yl)phenoxy)ethyl)carbamate FC=1C=C(C=C(C1)F)/C(=C(/C=1C=C2C=NN(C2=CC1)C1OCCCC1)\C1=CC=C(OCCNC(OC(C)(C)C)=O)C=C1)/CC